C(#N)[C@H](CC1=CC=C(C=C1)C=1C=C(C2=C(N(C(O2)=O)C)C1)F)NC(=O)[C@H]1OCCCNC1 (2S)-N-{(1S)-1-cyano-2-[4-(7-fluoro-3-methyl-2-oxo-2,3-dihydro-1,3-benzoxazol-5-yl)phenyl]ethyl}-1,4-oxaazepane-2-carboxamide